C1(CC1)CN1C=2C3=CN=C(C(O[C@@H](C4=CC(=CC=C4C4=CC=NN4CC2C(=N1)C)F)C)=C3)N (19R)-3-(cyclopropylmethyl)-16-fluoro-5,19-dimethyl-20-oxa-3,4,8,9,23-pentaazapentacyclo[19.3.1.02,6.08,12.013,18]pentacosa-1(24),2(6),4,9,11,13,15,17,21(25),22-decaen-22-amine